2-(3,5-Dichloro-4-((2-(3,5-difluorobenzyl)-1-oxo-1,2,3,4-tetrahydroisoquinolin-6-yl)oxy)phenyl)-3,5-dioxo-2,3,4,5-tetrahydro-1,2,4-triazine-6-carboxylic acid ClC=1C=C(C=C(C1OC=1C=C2CCN(C(C2=CC1)=O)CC1=CC(=CC(=C1)F)F)Cl)N1N=C(C(NC1=O)=O)C(=O)O